ClC1=NC=C(C(=C1)C1=C(C=NC(=C1)C)C(=O)NC=1SC2=C(N1)CN(C2)C(C2=NC(=C(C=C2)Cl)OC)=O)OC 2'-chloro-N-(5-(5-chloro-6-methoxy-picolinoyl)-5,6-dihydro-4H-pyrrolo[3,4-d]thiazol-2-yl)-5'-methoxy-6-methyl-[4,4'-bipyridine]-3-carboxamide